CC=1C=C2N(CC=C2C1)C1=CC=CC=C1 2-methyl-N-phenyl-6-azapentalene